FC(C=1C=C(C=CC1F)C1=CN=CC(=N1)CN1C(O[C@H](C1)C(=O)NC)=O)F |r| (R/S)-3-[[6-[3-(Difluoromethyl)-4-fluoro-phenyl]pyrazin-2-yl]methyl]-N-methyl-2-oxo-oxazolidine-5-carboxamide